(3R)-3-[4-(4-{[2-(1-{1-[6-(2-hydroxyphenyl)pyridazin-4-yl]-4-phenylpiperidine-4-carbonyl}piperidin-2-yl)pyrrolidin-1-yl]methyl}piperidin-1-yl)phenyl]piperidine-2,6-dione OC1=C(C=CC=C1)C1=CC(=CN=N1)N1CCC(CC1)(C(=O)N1C(CCCC1)C1N(CCC1)CC1CCN(CC1)C1=CC=C(C=C1)[C@@H]1C(NC(CC1)=O)=O)C1=CC=CC=C1